(S)-1-[(S)-1-({4-[(1-cyclopropyl-1H-imidazol-2-yl)methyl]-1-piperidinyl}carbonyl)-3-methylbutyl]-3-isobutyl-2-piperazinone C1(CC1)N1C(=NC=C1)CC1CCN(CC1)C(=O)[C@H](CC(C)C)N1C([C@@H](NCC1)CC(C)C)=O